2-(6-(5-(difluoromethoxy)-1-((5-(3-fluoro-5-methoxyphenyl)pyrazin-2-yl)methyl)-1H-indazole-7-carboxamido)spiro[3.3]heptan-2-yl)ethyl acetate C(C)(=O)OCCC1CC2(C1)CC(C2)NC(=O)C=2C=C(C=C1C=NN(C21)CC2=NC=C(N=C2)C2=CC(=CC(=C2)OC)F)OC(F)F